(3-aminobenzyl)piperazine-1-carboxylic acid tert-butyl ester C(C)(C)(C)OC(=O)N1C(CNCC1)CC1=CC(=CC=C1)N